ClC1=C2C(=NC=C1C=1C=C(C=CC1)N1C(CN(CC1)C(CCCCCOC1=C3CN(C(C3=CC=C1)=O)C1C(NC(CC1)=O)=O)=O)=O)NC=C2CC 3-(4-((6-(4-(3-(4-chloro-3-ethyl-1H-pyrrolo[2,3-b]pyridin-5-yl)phenyl)-3-oxopiperazin-1-yl)-6-oxohexyl)oxy)-1-oxoisoindolin-2-yl)piperidine-2,6-dione